OO.[Pt] platinum Hydrogen peroxide